Potassium (E)-hexa-2,4-dienoate C(\C=C\C=CC)(=O)[O-].[K+]